C(CCC)OC1=CC=C(C=C1)/C=C/C(=O)C1=CC=C(OC(C(=O)O)C)C=C1 2-[4-[(E)-3-(4-Butoxyphenyl)prop-2-enoyl]phenoxy]propanoic acid